N-Boc-N-BOC-L-glutamic acid dimethyl ester COC([C@@H](N(C(=O)OC(C)(C)C)C(=O)OC(C)(C)C)CCC(=O)OC)=O